O1CCC12CCN(CC2)C2=CC=C1C(=N2)NC=C1C1=NC(=NC=C1C(F)(F)F)N[C@@H]1CNCCC1 (S)-4-(6-(1-oxa-7-azaspiro[3.5]non-7-yl)-1H-pyrrolo[2,3-b]pyridin-3-yl)-N-(piperidin-3-yl)-5-(trifluoromethyl)pyrimidin-2-amine